ClC1=CC=C(C=C1)N1C(=NN=C1[C@@H]1CC[C@H](CC1)OC1=NC=CC=C1)CN(C)C Trans-1-(4-(4-chlorophenyl)-5-(4-(pyridin-2-yloxy)cyclohexyl)-4H-1,2,4-triazol-3-yl)-N,N-dimethylmethylamine